COC1=C(C=CC=C1)C1=C(C(=NC2=CC(=CC=C12)C1=C(N=CS1)C)N1CC2(CN(C2)C(C=C)=O)CC1)C#N 4-(2-methoxyphenyl)-7-(4-methyl-1,3-thiazol-5-yl)-2-(2-(2-propenoyl)-2,6-diazaspiro[3.4]octan-6-yl)-3-quinolinecarbonitrile